C(C)(C)(C)OC(NC1=CN=C2N(C1=O)C=C(C=C2)F)=O (7-fluoro-4-oxo-4H-pyrido[1,2-a]pyrimidin-3-yl)carbamic acid tert-butyl ester